C(C)O[Si](CCCSSSSCCC[Si](OCC)(OCC)OCC)(OCC)OCC bis(3-triethoxysilylpropyl)tetrasulfane